tert-butyl 8-(4,4,5,5-tetramethyl-1,3,2-dioxaborolan-2-yl)-2-azaspiro[4.5]dec-7-ene-2-carboxylate CC1(OB(OC1(C)C)C1=CCC2(CCN(C2)C(=O)OC(C)(C)C)CC1)C